C[C@@H]1N(CCNC1)CC#N (S)-2-(2-methylpiperazin-1-yl)acetonitrile